cyanothionine C(#N)C=1SC=CC=CC=CC1